Cl.C1(CC1)CN1CC2=CC(=CC=C2CC1)N(C1=CC=C(C=C1)C(F)(F)F)C 2-(cyclopropylmethyl)-N-methyl-N-(4-(trifluoromethyl)phenyl)-1,2,3,4-tetrahydroisoquinolin-7-amine hydrochloride